NC1=C(C=C(C=C1)Br)NC[C@H]1[C@](C1)(C)CCOC1=C(C=NN1C)C=1C=C(C(=O)OC)C=C(N1)C methyl 2-(5-(2-((1S,2R)-2-(((2-amino-5-bromophenyl) amino) methyl)-1-methylcyclopropyl) ethoxy)-1-methyl-1H-pyrazol-4-yl)-6-methylisonicotinate